CC(CCC(=O)O)(C)SSC1=NC=CC=C1 4-Methyl-4-(pyridin-2-yldisulfanyl)pentanoic acid